ClC1=CC(=C(C=N1)CNC1CCN(C2=CC=CC=C12)C(=O)OC(C)(C)C)NC tert-butyl 4-[[6-chloro-4-(methylamino)-3-pyridyl]methylamino]-3,4-dihydro-2H-quinoline-1-carboxylate